1-[2-amino-6-(furan-2-yl)pyrimidin-4-yl]-2-(pyridin-4-yl)-1,3-benzodiazol-5-ol NC1=NC(=CC(=N1)N1C(=NC2=C1C=CC(=C2)O)C2=CC=NC=C2)C=2OC=CC2